[Cl-].CC(COC([C@H](C)[NH3+])=O)(CC)C (S)-1-(2,2-dimethylbutoxy)-1-oxopropan-2-aminium chloride